OCC(C)(C)NS(=O)(=O)N1C[C@@H]2[C@H](C1)CC(C2)NC2=C1C(=NC=C2C=2SC(=CN2)C(C)O)NC=C1 (3aR,5s,6aS)-N-(1-hydroxy-2-methylpropan-2-yl)-5-((5-(5-(1-hydroxyethyl)-thiazol-2-yl)-1H-pyrrolo[2,3-b]pyridin-4-yl)amino)hexahydrocyclopenta[c]pyrrole-2(1H)-sulfonamide